tert-butyl 4-(5-(2-(ethyl(isopropyl)formyl)-4-fluorophenyl)-5H-pyrrolo[3,2-d]pyrimidin-7-yl)-3,6-dihydropyridine-1(2H)-carboxylate C(C)C(C)(C)C(=O)C1=C(C=CC(=C1)F)N1C=C(C=2N=CN=CC21)C=2CCN(CC2)C(=O)OC(C)(C)C